ethyl 4-methyl-1-aminopiperidin-4-carboxylate CC1(CCN(CC1)N)C(=O)OCC